bis(2-butyloctyl) 10-(((heptylthio)carbonyl)(1-methylpiperidin-4-yl)amino)nonadecanedioate C(CCCCCC)SC(=O)N(C(CCCCCCCCC(=O)OCC(CCCCCC)CCCC)CCCCCCCCC(=O)OCC(CCCCCC)CCCC)C1CCN(CC1)C